COC=1CN(C=CC1)C 3-methoxy-1-methylpyridin